C(C)(C)(C)OC(=O)N1C[C@@H]2COC3=C(CN2CC1)N=C(C(=C3Cl)Br)I (6AR)-3-bromo-4-chloro-2-iodo-6a,7,9,10-tetrahydro-12H-pyrazino[2,1-c]pyrido[2,3-f][1,4]oxazepin-8(6H)-carboxylic acid tert-butyl ester